(2S,5R)-5-(2,4-dichlorophenyl)-1-(2'-methoxy-[1,1'-biphenyl]-4-carbonyl)pyrrolidine-2-carboxylic acid ClC1=C(C=CC(=C1)Cl)[C@H]1CC[C@H](N1C(=O)C1=CC=C(C=C1)C1=C(C=CC=C1)OC)C(=O)O